N1(CCC1)CCC1=CNC2=NC=C(C=C21)Br 3-(2-(azetidin-1-yl)ethyl)-5-bromo-1H-pyrrolo[2,3-b]pyridine